ClC1=CC(=C(C(=C1)C)C1([C@H](CN(C[C@H]1C)C([C@@H](CO)N(C)C)=O)C)O)F (R)-1-((3S,4S,5R)-4-(4-chloro-2-fluoro-6-methylphenyl)-4-hydroxy-3,5-dimethylpiperidin-1-yl)-2-(dimethylamino)-3-hydroxypropan-1-one